N-((8-fluoro-6,12-dioxo-6,12-dihydroindolo[2,1-b]quinazolin-2-yl)methyl)acetamide FC=1C=C2C(C3=NC4=CC=C(C=C4C(N3C2=CC1)=O)CNC(C)=O)=O